CCCCC\C=C/CC(CCCCCCCC)O (Z)-heptadec-6-en-9-ol